C[C@@]12[C@H](CC[C@H]1[C@@H]1CC[C@H]3CCC=C[C@]3(C)[C@H]1CC2)C(=O)N 5α-androst-1-ene-17β-carboxamide